(2R)-1-(benzyloxy)-3-[4-(morpholin-4-yl) phenyl]-1-oxopropan-2-yl (2S)-2-[[(tert-butoxy) carbonyl] (methyl) amino]-4,4-dimethylpentanoate C(C)(C)(C)OC(=O)N([C@H](C(=O)O[C@@H](C(=O)OCC1=CC=CC=C1)CC1=CC=C(C=C1)N1CCOCC1)CC(C)(C)C)C